FC(C=1C=C2C(=CC1)NC(C21CCN(CC1)CCOC=1C=NC=2N(C(CCC2C1)=O)CC1CC(C1)(C)O)=O)F 5-(difluoromethyl)-1'-{2-[(7-oxo-8-{[(cis)-3-hydroxy-3-methylcyclobutyl]methyl}-5,6,7,8-tetrahydro-1,8-naphthyridin-3-yl)oxy]ethyl}-1,2-dihydrospiro[indole-3,4'-piperidin]-2-one